N-((R)-1-phenylethyl)-6-(((S)-pyrrolidin-3-yl)oxy)pyrido[3,2-d]pyrimidin-4-amine C1(=CC=CC=C1)[C@@H](C)NC=1C2=C(N=CN1)C=CC(=N2)O[C@@H]2CNCC2